N-methyl-acridinium C[N+]1=C2C=CC=CC2=CC2=CC=CC=C12